CCC(=O)N(C1CCN(CC1C)CCC2=CC=CS2)C3=CC=CC=C3 The molecule is a piperidine compound having a (2-thienyl)ethyl substituent at the 1-position, a methyl group at the 3-position and an N-phenylpropanamido group at the 4-position. It has a role as an opioid analgesic. It is a member of piperidines, a member of thiophenes, an anilide and a monocarboxylic acid amide.